N-(4-fluorobenzyl)-2-(5-(trifluoromethyl)-1,2,4-oxadiazol-3-yl)-6,7-dihydrothieno[3,2-c]pyridine-5(4H)-carboxamide FC1=CC=C(CNC(=O)N2CC3=C(CC2)SC(=C3)C3=NOC(=N3)C(F)(F)F)C=C1